5-BROMO-1-FLUORO-3-IODO-2-METHOXYBENZENE BrC=1C=C(C(=C(C1)F)OC)I